bisphenol-A ethylphosphonate C(C)P(O)(O)=O.OC1=CC=C(C=C1)C(C)(C)C1=CC=C(C=C1)O